2-[acetyl-(benzyl)amino]-6-hydroxy-1-benzothiophene-3-carboxylic acid C(C)(=O)N(C=1SC2=C(C1C(=O)O)C=CC(=C2)O)CC2=CC=CC=C2